5-cyclopropyl-1-(1-methoxyisoquinolin-5-yl)-N-(2-(trifluoromethyl)pyridin-4-yl)-1H-pyrazole-4-carboxamide C1(CC1)C1=C(C=NN1C1=C2C=CN=C(C2=CC=C1)OC)C(=O)NC1=CC(=NC=C1)C(F)(F)F